3-(chloromethyl)-oxetane ClCC1COC1